(R)-2-(3-(3-(1-(2-chloro-4-fluorophenyl)cyclopropyl)-1,2,4-oxadiazol-5-yl)-5-(difluoromethyl)-1H-pyrazol-1-yl)-1-(3-methoxypyrrolidin-1-yl)ethan-1-one ClC1=C(C=CC(=C1)F)C1(CC1)C1=NOC(=N1)C1=NN(C(=C1)C(F)F)CC(=O)N1C[C@@H](CC1)OC